FC(OC=1C=C(C=CC1F)N1N=C(C=C1C)N1CCN(CC1)CCN1CCOCC1)F 4-[2-[4-[1-[3-(difluoromethoxy)-4-fluoro-phenyl]-5-methyl-pyrazol-3-yl]piperazin-1-yl]ethyl]morpholine